BrC1=CC2=C(N=C(O2)[C@H]2N(CCC3=C2N=CN3)C(=O)C3=C(N=CO3)C(F)F)C=C1 (S)-(4-(6-bromobenzo[d]oxazol-2-yl)-6,7-dihydro-1H-imidazo[4,5-c]pyridin-5(4H)-yl)(4-(difluoromethyl)oxazol-5-yl)methanone